(S)-2-(3-(5-chloro-2-(2-methylazetidin-1-yl)-6-(trifluoromethyl)pyrimidin-4-yl)-1,2,4-oxadiazol-5-yl)-1-(piperazin-1-yl)ethan-1-one ClC=1C(=NC(=NC1C(F)(F)F)N1[C@H](CC1)C)C1=NOC(=N1)CC(=O)N1CCNCC1